FC1=C(C(=O)NOC)C=C(C(=C1)F)NC1=NC=NN2C1=C(C(=C2)C=2OC(=NN2)CS(=O)(=O)C)C(C)C 2,4-Difluoro-5-[5-isopropyl-6-(5-methanesulfonylmethyl-[1,3,4]oxadiazol-2-yl)-pyrrolo[2,1-f][1,2,4]triazin-4-ylamino]-N-methoxy-benzamide